C1(=CC=CC=C1)[Si](OCCOCC)(C1=CC=CC=C1)C1=CC=CC=C1 triphenyl-(2-ethoxyethoxy)silane